C(C=C)(=O)OC1(OCC1)C acryloyloxy-methyloxetane